CC(C(=O)O[C@H](C=1C=NC=CC1)C=1C(=NOC1C1=C(C=C(C=C1)F)F)C1=C(C=C(C=C1)Cl)F)CCCC=1C(=C2C=NN(C2=CC1Cl)C1OCCCC1)Br (R)-[3-(4-chloro-2-fluorophenyl)-5-(2,4-difluorophenyl)-1,2-oxazol-4-yl](pyridin-3-yl)methanol methyl-5-(4-bromo-6-chloro-1-(tetrahydro-2H-pyran-2-yl)-1H-indazol-5-yl)pentanoate